N-Nitrosophenylhydroxyamine N(=O)N(O)C1=CC=CC=C1